ClC1=C(C(=CC=C1Cl)O)[C@H]1C[C@@H]2N(C([C@@H]3N(C2=O)C[C@@H](C3)O)=O)CC1 (2R,5aS,7R,11aR)-7-(2,3-dichloro-6-hydroxyphenyl)-2-hydroxyhexahydro-1H-pyrido[1,2-a]pyrrolo[1,2-d]pyrazine-5,11(5aH,11aH)-dione